3-(2-Chloroacetamido)-4-isopropylbenzoic acid methyl ester COC(C1=CC(=C(C=C1)C(C)C)NC(CCl)=O)=O